2-methyl-5-((2R,4R)-2-((((R)-1-(naphthalen-1-yl)ethyl)amino)methyl)chroman-4-yl)benzoic acid hydrochloride Cl.CC1=C(C(=O)O)C=C(C=C1)[C@H]1C[C@@H](OC2=CC=CC=C12)CN[C@H](C)C1=CC=CC2=CC=CC=C12